N-(2-fluoro-4-hydroxy-5-(methylsulfonyl)phenyl)-2-(4-((trifluoromethyl)thio)benzyl)-1,2,3,4-tetrahydroisoquinoline-6-carboxamide FC1=C(C=C(C(=C1)O)S(=O)(=O)C)NC(=O)C=1C=C2CCN(CC2=CC1)CC1=CC=C(C=C1)SC(F)(F)F